4-methoxy-N-(1-phenylpentyl)benzenesulfonamide COC1=CC=C(C=C1)S(=O)(=O)NC(CCCC)C1=CC=CC=C1